C(C1=CC=CC=C1)OC=1C=C2CCC(CC2=C(C1N1S(NC(C1)=O)(=O)=O)F)CNC(OC(C)(C)C)=O tert-butyl {[6-(benzyloxy)-8-fluoro-7-(1,1,4-trioxo-1λ6,2,5-thiadiazolidin-2-yl)-1,2,3,4-tetrahydronaphthalen-2-yl]methyl}carbamate